bis[2-(5-methyl-2-furyl)-4-(4-tert-butylphenyl)-5,6-dimethyl-1-indenyl]zirconium CC1=CC=C(O1)C=1C(C2=CC(=C(C(=C2C1)C1=CC=C(C=C1)C(C)(C)C)C)C)[Zr]C1C(=CC2=C(C(=C(C=C12)C)C)C1=CC=C(C=C1)C(C)(C)C)C=1OC(=CC1)C